2-((2R,5S)-5-(2-methyl-1H-furo[3,2-b]imidazo[4,5-d]pyridine-1-yl)tetrahydro-2H-pyran-2-yl)acetonitrile CC1=NC=2C(=C3C(=NC2)C=CO3)N1[C@H]1CC[C@@H](OC1)CC#N